1-(7-(8-ethyl-7-fluoro-3-hydroxynaphthalen-1-yl)-8-fluoro-2-(((2R,7aS)-2-fluorotetrahydro-1H-pyrrolizin-7a(5H)-yl)methoxy)pyrido[4,3-d]pyrimidin-4-yl)piperidine-3-carboxylic acid C(C)C=1C(=CC=C2C=C(C=C(C12)C1=C(C=2N=C(N=C(C2C=N1)N1CC(CCC1)C(=O)O)OC[C@]12CCCN2C[C@@H](C1)F)F)O)F